1-(2-chlorophenyl)-(S,S)-1,2-butanediol ClC1=C(C=CC=C1)[C@@H]([C@H](CC)O)O